FC1(CN(C1)CC1=CC=C(C=C1)[C@H](C)NC=1N=CC2=C(N1)N(C(C=C2)=O)CC(C)(C)C)F 2-{[(1S)-1-{4-[(3,3-difluoroazetidin-1-yl)methyl]phenyl}ethyl]amino}-8-(2,2-dimethylpropyl)pyrido[2,3-d]pyrimidin-7(8H)-one